FC=1C(=C(C=CC1)C(C(=O)O)N1CC(C1)OCCCCCC1=NC=2NCCCC2C=C1)C1(CC1)C 2-(3-fluoro-2-(1-methylcyclopropyl)phenyl)-2-(3-(5-(5,6,7,8-tetrahydro-1,8-naphthyridin-2-yl)pentyloxy)azetidin-1-yl)acetic acid